COC=1C=CC=C(C(=O)N(C)C)C1 5-methoxy-N,N-dimethylbenzamide